4-Methylsulfonylbenzoic acid [3-(3-ethyl-4-oxo-spiro[6,8-dihydro-5H-pyrazolo[4,3-c]azepin-7,4'-tetrahydropyran]-1-yl)-2,2-dimethyl-propyl] ester C(C)C1=NN(C2=C1C(NCC1(CCOCC1)C2)=O)CC(COC(C2=CC=C(C=C2)S(=O)(=O)C)=O)(C)C